C1(CC1)N1C(C(=CC(=C1)C=C)C(=O)O)=O 1-cyclopropyl-5-ethenyl-2-oxopyridine-3-carboxylic acid